C(C)(C)(CC)OC(OC(C)(C)CC)[SiH2]O bis(t-pentoxy)methylsilanol